N-(cyanoethyl)amine C(#N)CCN